C(C)OC(CCC=1C=C(C=CC1)C(C)(CCS(=O)(=O)CCNC)C1=CN=C(N1)C=1C=C(OC=2C(=C3C=CNC3=CC2F)CC(=O)O)C=CC1F)=O 2-(5-(3-(5-(2-(3-(3-Ethoxy-3-oxopropyl)phenyl)-4-((2-(methylamino)ethyl)sulfonyl)butan-2-yl)-1H-imidazol-2-yl)-4-fluorophenoxy)-6-fluoro-1H-indol-4-yl)acetic acid